methacryl methacrylate C(C(=C)C)(=O)OC(=O)C(=C)C